Methyl 2-(3-((5-(4-((3-((1-methyl-4-(5-(pyridin-4-yl)-4H-1,2,4-triazol-3-yl)piperidin-4-yl)amino)benzamido)methyl)phenoxy)pentyl)oxy)propoxy)acetate CN1CCC(CC1)(C1=NN=C(N1)C1=CC=NC=C1)NC=1C=C(C(=O)NCC2=CC=C(OCCCCCOCCCOCC(=O)OC)C=C2)C=CC1